2,5-difluoro-6-nitro-3-(piperazin-1-ylmethyl)aniline FC1=C(N)C(=C(C=C1CN1CCNCC1)F)[N+](=O)[O-]